CC=1C(=C(C=C(C1)C)O)C1=NC2=NC(=CC=C2C=C1)[C@H]1C[C@@H]2CN([C@H]1C2)C 3,5-dimethyl-2-[7-[(1S,4S,6S)-2-methyl-2-azabicyclo[2.2.1]heptan-6-yl]-1,8-naphthyridin-2-yl]phenol